sodium (S)-3-(3'-chlorobiphenyl-3-yl)-3-(3-(1,6-dimethyl-4-oxido-2-oxo-1,2-dihydropyridin-3-yl) ureido)propanoate ClC=1C=C(C=CC1)C1=CC(=CC=C1)[C@H](CC(=O)[O-])NC(=O)NC=1C(N(C(=CC1[O-])C)C)=O.[Na+].[Na+]